C1(=C(C(=CC(=C1)C)C)B1OC(CC(O1)C1=C(C=CC=C1)[N+](=O)[O-])C1=C(C=CC=C1)[N+](=O)[O-])C syn-2-mesityl-4,6-bis(2-nitrophenyl)-1,3,2-dioxaborinane